1-(tert-Butyl) 5-(chloromethyl) (tert-butoxycarbonyl)-L-glutamate C(C)(C)(C)OC(=O)N[C@@H](CCC(=O)OCCl)C(=O)OC(C)(C)C